CC1=CC=C(C=N1)C(=O)N1CCC(CC1)CCCCNC(=O)C=1C=CC=2N(C1)C=CN2 N-(4-{1-[(6-methylpyridin-3-yl)carbonyl]piperidin-4-yl}butyl)imidazo[1,2-a]pyridine-6-carboxamide